N,N-dimethyl-perfluorobutyramide CN(C(C(C(C(F)(F)F)(F)F)(F)F)=O)C